C[C@H]1N([C@H](COC1)C)C1=NC(=NC(=N1)N1[C@@H](COC[C@@H]1C)C)C=1C(=CC(=NC1)N)C(F)F 5-[4,6-bis[(3R,5S)-3,5-dimethylmorpholin-4-Yl]-1,3,5-triazin-2-Yl]-4-(difluoromethyl)pyridin-2-amine